FC(C(=O)[O-])(F)F.C[NH+]1CC(CCC1)N(S(N)(=O)=O)C=1C=NN(C1)C 1-methyl-3-[(1-methyl-1H-pyrazol-4-yl)(sulfamoyl)amino]Piperidin-1-ium trifluoroacetate